tridecane-2-ol CC(CCCCCCCCCCC)O